cis-3-hexene-1,6-dicarboxylic acid C(C\C=C/CCC(=O)O)C(=O)O